BrC=1C=C2C=CN=C(C2=CC1)CO (6-Bromoisoquinolin-1-yl)methanol